N-(4-nitrophenyl)phosphoric triamide [N+](=O)([O-])C1=CC=C(C=C1)NP(N)(N)=O